BrC=1C=2C3=C(NC2C(=C(C1)Cl)Cl)C(CNC(C3)=O)CC(C)(F)F 10-Bromo-7,8-dichloro-5-(2,2-difluoropropyl)-3,4,5,6-tetrahydroazepino[4,5-b]indol-2(1H)-one